(4-(((1s,4s)-4-(hydroxymethyl)cyclohexyl)amino)-1H-pyrrolo[2,3-b]pyridin-3-yl)(4-phenoxyphenyl)methanone OCC1CCC(CC1)NC1=C2C(=NC=C1)NC=C2C(=O)C2=CC=C(C=C2)OC2=CC=CC=C2